Cl.COC(=O)C1=C(SC(=C1C)C(NCCN)=O)C(C(CC)C1=CC=C(C=C1)F)=O 5-((2-aminoethyl)carbamoyl)-2-(2-(4-fluorophenyl)butyryl)-4-methylthiophene-3-carboxylic acid methyl ester hydrochloride